C1(=CC=C(C=C1)C=1C2=C(OC1)C=CC1=CC(=CC=C12)C(=O)N1CC2=CC(=C(C=C2CC1)OC)OC)C1=CC=CC=C1 (1-([1,1'-biphenyl]-4-yl)naphtho[2,1-b]furan-7-yl)(6,7-dimethoxy-3,4-dihydroisoquinolin-2(1H)-yl)methanone